3-methyl-5-(N-(2-(4-methylthiophen-2-yl)ethyl)sulfamoyl)benzofuran CC1=COC2=C1C=C(C=C2)S(NCCC=2SC=C(C2)C)(=O)=O